ethyl 2-((2-(5-cyano-2-fluorophenyl)-2-oxoethyl)amino)-2-oxoacetate C(#N)C=1C=CC(=C(C1)C(CNC(C(=O)OCC)=O)=O)F